O1C=CC=C1.[K] Potassium furan